pentaerythritol tetra-(3,5-di-tert-butyl-4-hydroxyphenyl)propionate C(C)(C)(C)C=1C=C(C=C(C1O)C(C)(C)C)C(C(C(=O)OCC(CO)(CO)CO)(C1=CC(=C(C(=C1)C(C)(C)C)O)C(C)(C)C)C1=CC(=C(C(=C1)C(C)(C)C)O)C(C)(C)C)C1=CC(=C(C(=C1)C(C)(C)C)O)C(C)(C)C